C1(=C(C=CC=C1)C1C2C=CC(C1)C2)C 5-tolyl-bicyclo[2.2.1]hept-2-ene